FC1=C(C(=CC=C1)F)NC1=NC(=NC(=C1C=O)C1=C(C=CC=C1)F)S(=O)(=O)C 4-(2,6-difluoro-phenylamino)-6-(2-fluoro-phenyl)-2-methylsulfonyl-pyrimidine-5-carbaldehyde